1-tert-butyl 4-methyl 4-[2-(7-chloro-1,3-benzothiazol-2-yl)phenoxy]piperidine-1,4-dicarboxylate ClC1=CC=CC=2N=C(SC21)C2=C(OC1(CCN(CC1)C(=O)OC(C)(C)C)C(=O)OC)C=CC=C2